(Cyclohexylidene)-aminooxyacetic acid-2-(isopropyloxy)-2-oxoethylester C(C)(C)OC(COC(C(ON)=C1CCCCC1)=O)=O